7-(((4,4-Difluorocyclohexyl)-oxy)methyl)-5-nitro-2,3-dihydrobenzo[b][1,4]dioxine FC1(CCC(CC1)OCC=1C=C(C2=C(OCCO2)C1)[N+](=O)[O-])F